C(C=C)(=O)NNC(=N)N acrylamido-guanidine